1-(2-(3-amino-4-(((cis)-3-hydroxy-3-methylcyclobutyl)amino)-5-(trifluoromethyl)phenoxy)ethyl)-5'-(difluoromethyl)spiro[piperidine-4,3'-pyrrolo[3,2-b]pyridin]-2'(1'H)-one NC=1C=C(OCCN2CCC3(C(NC=4C3=NC(=CC4)C(F)F)=O)CC2)C=C(C1NC1CC(C1)(C)O)C(F)(F)F